OC1=C(C(=O)OCCCC)C=C(C=C1)O n-butyl 2,5-dihydroxybenzoate